BrC=1C=C2[C@H](C3(CCN(CC3)C=3N=C(N(C(C3)=O)C3=C(C(=CC=C3)Cl)Cl)C)CC2=CC1)N[S@](=O)C(C)(C)C (R)-N-((S)-5-bromo-1'-(1-(2,3-dichlorophenyl)-2-methyl-6-oxo-1,6-dihydropyrimidin-4-yl)-1,3-dihydrospiro[inden-2,4'-piperidin]-3-yl)-2-methylpropan-2-sulfinamide